FC=1C(=CC(=NC1)C1=NN(C(=C1C)C(=O)N)C)OC1CN(C1)C(=O)N1N=CCC1C1=C(C(=CC(=C1)F)F)F 3-(5-fluoro-4-((1-(5-(2,3,5-trifluorophenyl)-4,5-dihydro-1H-pyrazole-1-carbonyl)azetidin-3-yl)oxy)pyridin-2-yl)-1,4-dimethyl-1H-pyrazole-5-carboxamide